N-(3-Pyridinylmethyl)sulfobutyramide sodium salt [Na+].N1=CC(=CC=C1)CNC(C(CC)S(=O)(=O)[O-])=O